ClC1=NC(=C2N=CN(C2=N1)[C@H]1[C@@H]([C@@H]([C@@]2(C[C@H]12)C(=O)OCC)O)O)NC(C1CCCC1)C1CCCC1 Ethyl (1S,2R,3S,4R,5S)-4-(2-Chloro-6-((dicyclopentylmethyl)amino)-9H-purin-9-yl)-2,3-dihydroxybicyclo[3.1.0]hexane-1-carboxylate